methyl 5-((4'-cyclopropyl-[1,1'-biphenyl]-4-yl) oxy)-1-((2-(trimethylsilyl) ethoxy) methyl)-1H-1,2,3-triazole-4-carboxylate C1(CC1)C1=CC=C(C=C1)C1=CC=C(C=C1)OC1=C(N=NN1COCC[Si](C)(C)C)C(=O)OC